CN(C)C(=S)S dimethylaminodithioformic acid